(1S,3S)-3-((2-methyl-6-(1-methyl-5-((((4,4,4-trifluoro-2-methylbutoxy)carbonyl)amino)methyl)-1H-1,2,3-triazol-4-yl)pyridin-3-yl)oxy)cyclohexane-1-carboxylic acid CC1=NC(=CC=C1O[C@@H]1C[C@H](CCC1)C(=O)O)C=1N=NN(C1CNC(=O)OCC(CC(F)(F)F)C)C